6-(4-fluorobenzyl)-3-(3,5-dichlorobenzyl)-1,2,3,4,6,8,9,10-octahydro-5H-pyrido[3,4-e]pyrimido[1,2-a]pyrimidin-5-one FC1=CC=C(CN2C=3N(C4=C(C2=O)CN(CC4)CC4=CC(=CC(=C4)Cl)Cl)CCCN3)C=C1